methyl (CIS)-3-((1-methylethyl)sulfonamido)-2-((((CIS)-4-phenylcyclohexyl)oxy)methyl)-pyrrolidine-1-carboxylate CC(C)S(=O)(=O)N[C@@H]1[C@@H](N(CC1)C(=O)OC)CO[C@@H]1CC[C@@H](CC1)C1=CC=CC=C1